C(CCC)N(C(=O)NC1=CC(=C(C=C1)F)Cl)CC1=CNC(C2=CC=CC=C12)=O 1-butyl-3-(3-chloro-4-fluorophenyl)-1-((1-oxo-1,2-dihydroisoquinolin-4-yl)methyl)urea